FC1(OC(OC1F)=O)C 4,5-difluoro-4-methyl-1,3-dioxolan-2-one